2-(3-azabicyclo[3.1.0]hexan-3-yl)-3-chloro-aniline C12CN(CC2C1)C1=C(N)C=CC=C1Cl